BrC=1C2=C(C(=NC1)N1C([C@@H]3C[C@@H]3C1)=O)OC(O2)(F)F (1R,5S)-3-(7-Bromo-2,2-difluoro-[1,3]dioxolo[4,5-c]pyridin-4-yl)-3-azabicyclo[3.1.0]hexan-2-one